C1(CCCC1)[Mg].[Br] bromine (cyclopentyl)magnesium